2,5-diphenylvaleronitrile C1(=CC=CC=C1)C(C#N)CCCC1=CC=CC=C1